8-bromo-6-methyl-N-(4-(methylsulfonyl)phenyl)quinazolin-2-amine BrC=1C=C(C=C2C=NC(=NC12)NC1=CC=C(C=C1)S(=O)(=O)C)C